COC(C(CCN1C(N(C2=C1C=C(C=C2)NC2=NC(=NC=C2Cl)C)C)=O)C)=O 4-[6-[(5-chloro-2-methyl-pyrimidin-4-yl)amino]-3-methyl-2-oxo-benzoimidazol-1-yl]-2-methyl-butyric acid methyl ester